5-[(2,5-Difluorophenoxymethylthio)methyl]-1,3,4-oxadiazole-2(3H)-thione FC1=C(OCSCC2=NNC(O2)=S)C=C(C=C1)F